CN(C=C(C=O)F)C 3-(dimethylamino)-2-fluoroprop-2-enal